water calcium phosphate P(=O)([O-])([O-])[O-].[Ca+2].O.P(=O)([O-])([O-])[O-].[Ca+2].[Ca+2]